C12OCC(CC1)(CC2)CO[C@@H]([C@@H](C(=O)NS(=O)(=O)C2=CC=C(C=C2)F)NC(OCC2=CC=C(C=C2)[N+](=O)[O-])=O)C 4-nitrobenzyl ((2S,3R)-3-((2-oxabicyclo[2.2.2]octan-4-yl)methoxy)-1-((4-fluorophenyl)sulfonamido)-1-oxobutan-2-yl)carbamate